3-(aminomethyl)-3-methylpyrrolidin-2-one hydrochloride Cl.NCC1(C(NCC1)=O)C